N1CCC(CC1)C1=CN(C2=NC=C(N=C21)O[C@H]2COCC2)CO [7-(4-piperidyl)-2-[(3R)-tetrahydrofuran-3-yl]oxy-pyrrolo[2,3-b]pyrazin-5-yl]methanol